(3S)-6-chloro-3-(5-chloro-2-methoxyphenyl)-3-methylindolin-2-one ClC1=CC=C2[C@@](C(NC2=C1)=O)(C)C1=C(C=CC(=C1)Cl)OC